3-aminopropyl-(dodecyldimethylsilane) NCCC[Si](C)(C)CCCCCCCCCCCC